4-(3,5-di-tert-butyl-4-hydroxyphenyl)-3,3-difluoro-6-methyl-2-phenylchroman-2-ol C(C)(C)(C)C=1C=C(C=C(C1O)C(C)(C)C)C1C(C(OC2=CC=C(C=C12)C)(O)C1=CC=CC=C1)(F)F